2,2,2-trifluoroethyl-2,2,1,1-tetrafluoroethyl ether FC(CC(C(F)(F)OC(C(CC(F)(F)F)(F)F)(F)F)(F)F)(F)F